3H-1-benzazepine-4-Carboxylic acid N1=CCC(=CC2=C1C=CC=C2)C(=O)O